bis(n-butyl salicylate) carbonate C(O)(O)=O.C(CCC)OC=1C(C(=O)O)=CC=CC1.C(CCC)OC=1C(C(=O)O)=CC=CC1